3-[4-(2-hydroxyethyl)anilino]piperidine-2,6-dione OCCC1=CC=C(NC2C(NC(CC2)=O)=O)C=C1